3-(2,6-dimethylphenyl)-7-fluoro-6-iodo-2-methyl-quinazolin-4(3H)-one CC1=C(C(=CC=C1)C)N1C(=NC2=CC(=C(C=C2C1=O)I)F)C